[Sr].C(CCCCCCCCCCCCCCCCCCCCCCCCC)=O hexacosanal strontium